N1(CCC1)C=1C=C(C=CC1)N1C(=C2C(N(N=CC2=C1C)C1=NC=CC(=C1)OC)=O)C 6-(3-(Azetidin-1-yl)phenyl)-2-(4-methoxypyridin-2-yl)-5,7-dimethyl-2,6-dihydro-1H-pyrrolo[3,4-d]pyridazin-1-one